6-(3-methyl-1-benzofuran-5-yl)pyrimidin-4-amine CC1=COC2=C1C=C(C=C2)C2=CC(=NC=N2)N